[Ni].[S].[S].[S].[S] tetra-sulfur nickel